2-cyclopropyl-3-phenylpropanenitrile C1(CC1)C(C#N)CC1=CC=CC=C1